OC(C)(C)C=1C(=CC2=CN(N=C2C1)CCCS(=O)(=O)C)NC(=O)C1=NC(=CC=C1)C(F)(F)F N-{6-(2-Hydroxypropan-2-yl)-2-[3-(methylsulfonyl)propyl]-2H-indazol-5-yl}-6-(trifluoromethyl)pyridin-2-carboxamid